CC(CC(C)C)OC(COC=1C=CC(=C2C=CC=NC12)Cl)=O (5-chloro-8-quinolinyloxy)acetic acid 1,3-dimethyl-butan-1-yl ester